sodium calcium sulfate phosphate P(=O)([O-])([O-])[O-].S(=O)(=O)(O)O.[Ca+2].[Na+]